FC1=C(C=C(C(=O)NC)C=C1)[N+](=O)[O-] 4-fluoro-N-methyl-3-nitrobenzamide